N-hydroxybenzenesulfonamide ONS(=O)(=O)C1=CC=CC=C1